N1C(=CC=2C=NC=CC21)CNC(CN2C(=CN=C(C2=O)NCCC2=CC=CC=C2)C=2C=NN(C2)C2CN(C2)C(=O)OC(C)(C)C)=O tert-Butyl 3-(4-(1-(2-(((1H-pyrrolo[3,2-c]pyridin-2-yl)methyl)amino)-2-oxoethyl)-6-oxo-5-(phenethylamino)-1,6-dihydropyrazin-2-yl)-1H-pyrazol-1-yl)azetidine-1-carboxylate